2-(1-methylpyrazol-4-yl)-4-(p-toluenesulfonyl)morpholine CN1N=CC(=C1)C1CN(CCO1)S(=O)(=O)C1=CC=C(C)C=C1